CC1=CC=C(C=C1)S(=O)(=O)OS(=O)(=O)C1=CC=C(C=C1)C 4-methylbenzenesulfonic anhydride